3-(1'-(benzofuran-7-ylmethyl)-6-oxo-6,8-dihydro-2H,7H-spiro[furo[2,3-e]isoindole-3,4'-piperidin]-7-yl)piperidine-2,6-dione O1C=CC2=C1C(=CC=C2)CN2CCC1(CC2)COC2=C3CN(C(C3=CC=C21)=O)C2C(NC(CC2)=O)=O